C1=NC=CC2=C1CN1CCCC21CO (6,7-dihydro-5H-pyrido[4,3-a]pyrrolizine-4b(9H)-yl)methanol